6-chloro-2-Trifluoromethylnicotinonitrile ClC1=NC(=C(C#N)C=C1)C(F)(F)F